5-{2-[3-fluoro-2-(7-methylquinoline-8-sulfonamido)phenyl]ethynyl}pyridine-2-carboxylic acid FC=1C(=C(C=CC1)C#CC=1C=CC(=NC1)C(=O)O)NS(=O)(=O)C=1C(=CC=C2C=CC=NC12)C